C(C)(C)(C)OC(=O)N1CCN(CC1)CC1CCN(CC1)C1=NC=C(C(=C1)B(O)O)F [2-[4-[(4-tert-butoxycarbonylpiperazin-1-yl)methyl]-1-piperidinyl]-5-fluoro-4-pyridinyl]boronic acid